COC1=C(C=CC=C1)C=1C=NC=CC1C(=O)NC=1SC(=NN1)OCC1=CC=CC=2N=CN(C21)COCC[Si](C)(C)C 3-(2-methoxyphenyl)-N-[5-[(3-[[2-(trimethylsilyl)ethoxy]methyl]-1,3-benzodiazol-4-yl)methoxy]-1,3,4-thiadiazol-2-yl]pyridine-4-carboxamide